5-bromo-N-(2-chloro-4-nitrophenyl)-2-hydroxybenzamide BrC=1C=CC(=C(C(=O)NC2=C(C=C(C=C2)[N+](=O)[O-])Cl)C1)O